BrC1=NC(=CC(=C1)C(F)F)[C@@]1(COCC1)OC (S)-2-bromo-4-(difluoromethyl)-6-(3-methoxytetrahydrofuran-3-yl)pyridine